pentamethylenebis(ethyldimethylammonium) C(C)[N+](CCCCC[N+](C)(C)CC)(C)C